6-[6-methyl-2,6-diazaspiro[3.3]heptan-2-yl]pyridin-2-ylmethanamine CN1CC2(CN(C2)C2=CC=CC(=N2)CN)C1